C1(=CC=CC=C1)C1=NC(=CC(=N1)C=1C=C(C=C(C1)N1C2=CC=CC=C2C=2C=C(C=CC12)C=1C=C(C=CC1)C)N1C2=CC=CC=C2C=2C=C(C=CC12)C=1C=C(C=CC1)C)C1=CC=CC=C1 9,9'-(5-(2,6-diphenylpyrimidin-4-yl)-1,3-phenylene)bis(3-(m-tolyl)-9H-carbazole)